FC1=CC=C(C=C1)CN1C(C(=CC2=CC(=CN=C12)C(C)C)C(=O)OCC)=O ethyl 1-[(4-fluorophenyl)methyl]-6-isopropyl-2-oxo-1,8-naphthyridine-3-carboxylate